C(C)(C)(C)OC(=O)N1CC(C1)N.FC1=C(C=CC(=C1F)OC)C1=CN=C2N1C=CN=C2NC2=CC(=C(C(=O)NC1CN(C1)C(=O)OC(C)(C)C)C=C2)CC tert-Butyl 3-(4-((3-(2,3-difluoro-4-methoxyphenyl)imidazo[1,2-a]pyrazin-8-yl)amino)-2-ethylbenzamido)azetidine-1-carboxylate Tert-butyl-3-aminoazetidine-1-carboxylate